(S)-pivalic acid 7-fluoro-5-(4-((1-(3-fluoropropyl) pyrrolidin-3-yl) oxy) phenyl)-2,3-dihydrobenzo[b]oxepin-8-yl ester FC1=CC2=C(OCCC=C2C2=CC=C(C=C2)O[C@@H]2CN(CC2)CCCF)C=C1OC(C(C)(C)C)=O